FC(CO)(OC1=CC=C(C=O)C=C1)F 4-(1,1-Difluoro-2-hydroxy-ethoxy)benzaldehyde